C(C)(C)(C)OC(=O)N1CC(C1)(F)CN1N=CC(=C1)S(NC=1C=CC(=C2C(=CNC12)C#N)Cl)(=O)=O tert-butyl-3-[[4-[(4-chloro-3-cyano-1H-indol-7-yl)sulfamoyl]pyrazol-1-yl]methyl]-3-fluoro-azetidine-1-carboxylate